[K].BrC=1C=C(C=C(C1)Br)SCC1=CC=C(C=C1)F (3,5-dibromophenyl)(4-fluorobenzyl)sulfane potassium